N1CCNCCCNCCNCCC1 1,4,8,11-tetra-azacyclotetradecane